N-isopropyl-2-thiazol-5-yl-5-(2-trimethylsilylethynyl)thieno[2,3-b]pyridin-4-amine C(C)(C)NC=1C2=C(N=CC1C#C[Si](C)(C)C)SC(=C2)C2=CN=CS2